4,7,11,14-hexadecatetraenoic acid C(CCC=CCC=CCCC=CCC=CC)(=O)O